2-(1,3-Dioxolan-2-yl)-6-(4-hydroxybutyl)pyridin-3-ol O1C(OCC1)C1=NC(=CC=C1O)CCCCO